CC(C(=O)N)C 2-methylpropionamide